1-(4-(4-amino-1-cyclopropyl-1H-pyrazolo[4,3-c]pyridin-3-yl)-2-fluorophenyl)-3-(5-(1-(trifluoromethyl)cyclopropyl)isoxazol-3-yl)urea NC1=NC=CC2=C1C(=NN2C2CC2)C2=CC(=C(C=C2)NC(=O)NC2=NOC(=C2)C2(CC2)C(F)(F)F)F